MENTHANYL ACETATE (2-(4-methylcyclohexyl)propan-2-yl acetate) CC1CCC(CC1)C(C)(C)CC(=O)O.C(C)(=O)OC1CC(CCC1C(C)C)C